N1=CC(=CC=C1)C=1N(C(C2=C(N1)C=CS2)=O)C=2C=NC=CC2 2,3-Di(Pyridin-3-yl)Thieno[3,2-d]Pyrimidin-4(3H)-One